C(C(=C)C)(=O)OCC(OC(C(=C)C)=O)CO glycerol dimethacrylate